[Br-].C1(CCCC1)C(C(=O)OC1C[N+](CC1)(C)C)(C1=CC=CC=C1)O 3-[(cyclopentyl-hydroxyphenylacetyl)oxy]-1,1-dimethylpyrrolidinium bromide